Methyl 6-(2-(2-(6-(3-((tert-butoxycarbonylamino)methyl)-4-fluorophenoxy)hexyloxy)ethoxy)ethoxy)hexanoate C(C)(C)(C)OC(=O)NCC=1C=C(OCCCCCCOCCOCCOCCCCCC(=O)OC)C=CC1F